8-chloro-6-(3-isopropyl-5-(1-(oxetan-3-yl)piperidin-4-yl)-1H-indol-2-yl)-7-methyl-[1,2,4]triazolo[4,3-a]pyridine ClC=1C=2N(C=C(C1C)C=1NC3=CC=C(C=C3C1C(C)C)C1CCN(CC1)C1COC1)C=NN2